2-{4-nitrophenyl}ethanamine [N+](=O)([O-])C1=CC=C(C=C1)CCN